(2R)-N-(4-(tert-butyl)phenyl)-N-(2-morpholino-2-oxo-1-(pyridin-3-yl)ethyl)pyrrolidine-2-carboxamide C(C)(C)(C)C1=CC=C(C=C1)N(C(=O)[C@@H]1NCCC1)C(C(=O)N1CCOCC1)C=1C=NC=CC1